N-(2-cyclopropyl-2,2-difluoroethyl)-5-(imidazo[1,2-a]pyrimidin-6-yl)pyrrolo[2,1-f][1,2,4]triazin-2-amine C1(CC1)C(CNC1=NN2C(C=N1)=C(C=C2)C=2C=NC=1N(C2)C=CN1)(F)F